FCC(C(=O)OC[C@]1(O[C@H]([C@@H]2OC(O[C@@H]21)(C)C)C2=CC=C1C(=NC=NN12)N)C#N)(C)C ((3aS,4R,6S,6aS)-6-(4-aminopyrrolo[2,1-f][1,2,4]triazin-7-yl)-4-cyano-2,2-dimethyltetrahydrofuro[3,4-d][1,3]dioxol-4-yl)methyl 3-fluoro-2,2-dimethylpropanoate